C1(=CC=CC=C1)[Bi](C1=CC=CC=C1)C1=CC=CC=C1 triphenylbismuth